N1=CNC2=NC=CC(=C21)C=2C=NN(C2)C=2SC=C(N2)CC#N (2-(4-(3H-imidazo[4,5-b]pyridin-7-yl)-1H-pyrazol-1-yl)thiazol-4-yl)acetonitrile